(R)-7-(2-(((1H-pyrrolo[2,3-c]pyridin-7-yl)oxy)methyl)pyrrolidin-1-yl)-6-fluoro-1-(4-hydroxy-phenyl)-4-oxo-1,4-dihydro-quinoline-3-carboxylic acid N1C=CC=2C1=C(N=CC2)OC[C@@H]2N(CCC2)C2=C(C=C1C(C(=CN(C1=C2)C2=CC=C(C=C2)O)C(=O)O)=O)F